[4-[Bis(4-aminophenyl)methylidene]-1-cyclohexa-2,5-dienylidene]azanium chloride [Cl-].NC1=CC=C(C=C1)C(=C1C=CC(C=C1)=[NH2+])C1=CC=C(C=C1)N